(3-hydroxyphenyl)-2,3-dihydro-quinazolin-4(1H)-one OC=1C=C(C=CC1)N1CNC(C2=CC=CC=C12)=O